4-hydroxy-1-((S)-3-methyl-2-(4-(piperidin-4-yl)-1H-1,2,3-triazol-1-yl)butanoyl)-N-((S)-1-(4-(4-methylthiazol-5-yl)phenyl)ethyl)pyrrolidine-2-carboxamide OC1CC(N(C1)C([C@H](C(C)C)N1N=NC(=C1)C1CCNCC1)=O)C(=O)N[C@@H](C)C1=CC=C(C=C1)C1=C(N=CS1)C